BrC1=NN2C(C(=NC=C2)Br)=C1 2,4-dibromopyrazolo[1,5-a]pyrazine